ICC1CCN(CC1)C(=O)OC(C)(C)C 2-methylpropan-2-yl 4-(iodomethyl)piperidin-1-carboxylate